(R)-2-(((benzyloxy)carbonyl)amino)-3-(7-methylthio-thieno[3,2-b]pyridine-2-carboxamido)propionic acid isopropyl ester C(C)(C)OC([C@@H](CNC(=O)C1=CC2=NC=CC(=C2S1)SC)NC(=O)OCC1=CC=CC=C1)=O